Natrium (S)-3-(3-(1-Methyl-4-oxido-2-oxo-1,2-Dihydropyridin-3-yl)ureido)-3-(3-(3-(Trifluoromethyl)benzyl)phenyl)propanoat CN1C(C(=C(C=C1)[O-])NC(N[C@@H](CC(=O)[O-])C1=CC(=CC=C1)CC1=CC(=CC=C1)C(F)(F)F)=O)=O.[Na+].[Na+]